C(C1=CC=CC=C1)OC1=CC=C2C=NN(C2=C1)C1=CC=C(C=C1)C1=CC=C(C=C1)OCC1=CC=CC=C1 6-(benzyloxy)-1-(4'-(benzyloxy)-[1,1'-biphenyl]-4-yl)-1H-indazole